(S)-6-(((1-(bicyclo[1.1.1]pentan-1-yl)-1H-1,2,3-triazol-4-yl)(2-ethyl-1-oxo-1,2-dihydroisoquinolin-5-yl)methyl)amino)-8-chloro-4-(neopentylamino)quinoline-3-carbonitrile C12(CC(C1)C2)N2N=NC(=C2)[C@H](C2=C1C=CN(C(C1=CC=C2)=O)CC)NC=2C=C1C(=C(C=NC1=C(C2)Cl)C#N)NCC(C)(C)C